3-(4-((N-methylacetamido)methyl)benzyl)-2-oxo-2,3-dihydro-1H-benzo[d]imidazole-1-carboxylate CN(C(C)=O)CC1=CC=C(CN2C(N(C3=C2C=CC=C3)C(=O)[O-])=O)C=C1